2-amino-4-(2-thienyl)phenol NC1=C(C=CC(=C1)C=1SC=CC1)O